CC1=C(C(=O)OCC(COS(=O)(=O)Cl)(C)C)C(=CC=C1)C 3-((chlorosulfonyl) oxy)-2,2-dimethylpropyl 2,6-dimethylbenzoate